C(N)(=O)C1=[N+](C=CC(=C1)NC(=O)[C@@H]1O[C@]([C@H]([C@H]1C1=C(C(=C(C=C1)F)F)OC(F)F)C)(C(F)(F)F)C)[O-] 2-carbamoyl-4-((2R,3S,4S,5R)-3-(2-(difluoromethoxy)-3,4-difluorophenyl)-4,5-dimethyl-5-(trifluoromethyl)tetrahydrofuran-2-carboxamido)pyridine 1-oxide